CN(C(CCC(=O)O)C)C 4-(DIMETHYLAMINO)PENTANOIC ACID